(7S,8aS)-7-[3-(1,3-benzothiazol-7-yl)propyl]-2-(2-chloropyridin-4-yl)-octahydropyrrolo[1,2-a]pyrazin-6-one S1C=NC2=C1C(=CC=C2)CCC[C@H]2C[C@@H]1N(CCN(C1)C1=CC(=NC=C1)Cl)C2=O